4-(6,7-Dichloro-1-(2-isopropyl-4-methylpyridin-3-yl)-2-oxo-1,2-dihydropyrido[2,3-d]pyrimidin-4-yl)piperazine-1-carboxylate ClC1=CC2=C(N(C(N=C2N2CCN(CC2)C(=O)[O-])=O)C=2C(=NC=CC2C)C(C)C)N=C1Cl